ClC1=C2CC(CC2=CC=C1Cl)NC1=NC=C(C=N1)C(=O)N1CCC12COC2 (2-((4,5-dichloro-2,3-dihydro-1H-inden-2-yl)amino)pyrimidin-5-yl)(6-oxa-1-azaspiro[3.3]heptan-1-yl)methanone